N1(CCOCC1)CC1=CC=C(C=C1)C1=CC=CC2=C1OC(CO2)CNC(=O)C=2OC(=CC2)CN2CCN(CC2)C 5-(4-Methyl-piperazin-1-ylmethyl)-furan-2-carboxylic acid [8-(4-morpholin-4-ylmethyl-phenyl)-2,3-dihydro-benzo[1,4]dioxin-2-ylmethyl]-amide